4-(6-(3-(4-ethynyl-3-fluoro-phenoxy)azetidin-1-yl)-pyridin-3-yl)-6-(2-hydroxy-2-methyl-propoxy)pyrazolo[1,5-a]pyridine-3-carbonitrile C(#C)C1=C(C=C(OC2CN(C2)C2=CC=C(C=N2)C=2C=3N(C=C(C2)OCC(C)(C)O)N=CC3C#N)C=C1)F